(2-(3-chloro-5-(trifluoromethyl)pyridin-2-yl)ethyl)-3-(thiophen-2-yl)-1,2,4-oxadiazole-5-carboxamide ClC=1C(=NC=C(C1)C(F)(F)F)CCNC(=O)C1=NC(=NO1)C=1SC=CC1